ClC=1N=C(C2=C(N1)CCN(C2=O)C([2H])([2H])[2H])NC=2N=CC=1CCC3=C(C1C2F)NC2=C3C(NC[C@H]2C)=O (R)-2-((2-chloro-6-(methyl-d3)-5-oxo-5,6,7,8-tetrahydropyrido[4,3-d]pyrimidin-4-yl)amino)-1-fluoro-10-methyl-5,6,8,9,10,11-hexahydro-7H-pyrido[3',4':4,5]pyrrolo[2,3-f]isoquinolin-7-one